1-(acetamido)-6-methylindole C(C)(=O)NN1C=CC2=CC=C(C=C12)C